2-(1-methyl-1H-imidazol-5-yl)[1,2,4]triazolo[1,5-c]quinazolin CN1C=NC=C1C1=NN2C=NC=3C=CC=CC3C2=N1